C(C)C(O)C=1C(=NC(=NC1)SC)NC1CCCC1 ethyl-(4-(cyclopentylamino)-2-(methylthio)pyrimidin-5-yl)methanol